(2r,5r)-5-(hydroxymethyl)-2-methyl-4-(4-methyl-5-oxo-2-(tetrahydro-2H-pyran-2-yl)-4,5-dihydro-2H-pyrazolo[4,3-b]Pyridin-7-yl)piperazine-1-carboxylic acid tert-butyl ester C(C)(C)(C)OC(=O)N1[C@@H](CN([C@H](C1)CO)C=1C=2C(N(C(C1)=O)C)=CN(N2)C2OCCCC2)C